5-amino-2-mercaptocyclohexanol NC1CCC(C(C1)O)S